3-(((4-chlorophthalazin-1-yl)amino)methyl)phenol ClC1=NN=C(C2=CC=CC=C12)NCC=1C=C(C=CC1)O